NC=1SC(=C(C1C(=O)OCC)C)C(NC1=CC=C(C=C1)F)=O Ethyl 2-amino-5-[(4-fluorophenyl)carbamoyl]-4-methylthiophene-3-carboxylate